2-(8-((cis-4-((tert-butyldimethylsilyl)oxy)cyclohexyl)oxy)-2-((3-((methylsulfonyl)methyl)phenyl)amino)quinazolin-7-yl)acetonitrile [Si](C)(C)(C(C)(C)C)O[C@H]1CC[C@H](CC1)OC=1C(=CC=C2C=NC(=NC12)NC1=CC(=CC=C1)CS(=O)(=O)C)CC#N